2-bromo-5-(1-fluorocyclopropyl)-1,3-dimethylbenzene BrC1=C(C=C(C=C1C)C1(CC1)F)C